FC(CN1C[C@H](N(CC1)CC1=C2C=CN(C2=C(C=C1OC)C)C(=O)OC(C)(C)C)C1=CC(=C(C=C1)C(=O)OC)N1CCCC1)F tert-Butyl (R)-4-((4-(2,2-difluoroethyl)-2-(4-(methoxycarbonyl)-3-(pyrrolidin-1-yl)phenyl)piperazin-1-yl)methyl)-5-methoxy-7-methyl-1H-indole-1-carboxylate